CC1=NOC(=N1)NC(C1=CC=CC=C1)=O N-(3-methyl-1,2,4-oxadiazol-5-yl)benzamide